FC=1C(=C(C=CC1)C1=C(C=CC=C1)B(O)O)O (3-fluoro-2-hydroxyphenyl)benzeneboronic acid